5-(5-fluoro-2-(5-oxo-6,7,8,9-tetrahydro-5H-benzo[7]annulen-2-ylamino)pyrimidin-4-ylamino)benzo[d]oxazol-2(3H)-one formate salt C(=O)O.FC=1C(=NC(=NC1)NC=1C=CC2=C(CCCCC2=O)C1)NC=1C=CC2=C(NC(O2)=O)C1